C1=NC=C(C2=CC=CC=C12)N1C(N(CC1C#N)C1=CC=C(C=C1)C(F)(F)F)=O 3-(isoquinolin-4-yl)-2-oxo-1-(4-(trifluoromethyl)phenyl)imidazolidine-4-carbonitrile